C1(C=CC=C1)O[Si](CC)(CC)OC1C=CC=C1 dicyclopentadienyl-oxydiethyl-silane